(S)-3-(1-amino-1,3-dihydrospiro[indene-2,4'-piperidine]-1'-yl)-6-(2,3-dichlorophenyl)pyrazine-2-carboxylic acid methyl ester COC(=O)C1=NC(=CN=C1N1CCC2(CC1)[C@@H](C1=CC=CC=C1C2)N)C2=C(C(=CC=C2)Cl)Cl